OC=1C=C2N=C3C=CC=CC3=NC2=C(C1)OC 7-hydroxy-9-methoxyphenazin